3-(2-isopropylphenyl)-N-(4-methoxypyridin-3-yl)-1-sulfamoylazetidine-3-carboxamide C(C)(C)C1=C(C=CC=C1)C1(CN(C1)S(N)(=O)=O)C(=O)NC=1C=NC=CC1OC